ClC1=NC=CC(=C1C)C#CC=1N=C(N(C1C)C=1C=NC(=CC1)C)C(=O)N 4-((2-Chloro-3-methylpyridin-4-yl)ethynyl)-5-methyl-1-(6-methylpyridin-3-yl)-1H-imidazole-2-carboxamide